N-(benzo[d]oxazol-2-ylmethyl)-4-(5-(4-(2-oxopyrrolidin-1-yl)phenyl)pyridin-3-yl)-1H-pyrrolo[2,3-b]pyridine-2-carboxamide O1C(=NC2=C1C=CC=C2)CNC(=O)C2=CC=1C(=NC=CC1C=1C=NC=C(C1)C1=CC=C(C=C1)N1C(CCC1)=O)N2